OC1=C(C=CC(=C1)OC)C1=C(C=CC=C1)O 2-hydroxy-4-methoxyphenylphenol